ClC1=C(C=C(C(=O)N)C=C1[N+](=O)[O-])OCCCN1CCOCC1 4-chloro-3-(3-morpholinopropoxy)-5-nitrobenzamide